5-{2-amino-[1,2,4]triazolo-[1,5-a]pyridin-7-yl}-2-methoxy-6-methyl-N-{1-[3-(trifluoromethoxy)-phenyl]ethyl}pyridine-3-carboxamide NC1=NN2C(C=C(C=C2)C=2C=C(C(=NC2C)OC)C(=O)NC(C)C2=CC(=CC=C2)OC(F)(F)F)=N1